5-Methyl-4-(7-oxospiro[3.5]nonan-2-yl)-2-((2-(trimethylsilyl)ethoxy)methyl)-2,4-dihydro-3H-1,2,4-triazol-3-one CC=1N(C(N(N1)COCC[Si](C)(C)C)=O)C1CC2(C1)CCC(CC2)=O